NC=1C(=C(C=CC1)C=1N=C(SC1C1=NC(=NC=C1)NC1CCC(CC1)S(=O)(=O)C)C12CC(C1)(C2)C(F)(F)F)F 4-(4-(3-amino-2-fluorophenyl)-2-(3-(trifluoro-methyl)bicyclo[1.1.1]pentan-1-yl)thiazol-5-yl)-N-((1r,4r)-4-(methylsulfonyl)-cyclohexyl)-pyrimidin-2-amine